1-(2-4-Methoxyphenylethyl)-1H-indazole-5-carboxylic acid methyl ester COC(=O)C=1C=C2C=NN(C2=CC1)CCC1=CC=C(C=C1)OC